Tris(2,2,3,4,4,4-hexafluorobutyl)phosphite FC(COP(OCC(C(C(F)(F)F)F)(F)F)OCC(C(C(F)(F)F)F)(F)F)(C(C(F)(F)F)F)F